IC=1C=C2C(=NC=NC2=CC1)NC1=CC(=C(C=C1)OC1=CC=2N(C=C1)N=CN2)C 6-iodo-N-(3-methyl-4-[[1,2,4]triazolo[1,5-a]pyridin-7-yloxy]phenyl)quinazolin-4-amine